butyl-propynyl-copper C(CCC)[Cu]C#CC